Tert-butyl-(S)-2-amino-4,4-difluorobutanoic acid C(C)(C)(C)[C@](C(=O)O)(CC(F)F)N